2-amino-5-chloro-2'-fluoro-benzophenone NC1=C(C(=O)C2=C(C=CC=C2)F)C=C(C=C1)Cl